ClC=1C=CC=2N(C1)C(=CN2)S(=O)(=O)C2=CC=C(C=C2)CC=2N=C1N(C=C(C=N1)C(=O)N)C2 {(4-{6-chloroimidazo[1,2-a]pyridine-3-sulfonyl}phenyl)methyl}imidazo[1,2-a]pyrimidine-6-carboxamide